[Li].C(C)O[B-](OCC)(OCC)OCC.[H+] Tetraethoxyboric acid lithium salt